C(C)(C)(C)OC(N(CC1=CC=C(C=C1)OC)C(CC1=C(C(=CC=C1)Cl)F)C=O)=O N-[1-(3-chloro-2-fluorophenyl)-3-oxopropan-2-yl]-N-[(4-methoxyphenyl)methyl]carbamic acid tert-butyl ester